C(C(=O)OCC1=CC=CC=C1)(=O)OCC1=CC=CC=C1 oxalic acid, dibenzyl ester